2-(4-(4-(aminomethyl)-1-oxo-1,2-dihydrophthalazin-6-yl)-1-methyl-1H-pyrazol-5-yl)-6-cyclopropoxy-4-methylbenzonitrile NCC1=NNC(C2=CC=C(C=C12)C=1C=NN(C1C1=C(C#N)C(=CC(=C1)C)OC1CC1)C)=O